ClC1=C(C=CC(=C1)C1=NNC2=NC=C(C=C21)C=2C=CC1=C(CCC(CC1)N1CCCC1)C2)C(C)(C)O 2-(2-Chloro-4-{5-[7-(pyrrolidin-1-yl)-6,7,8,9-tetrahydro-5H-benzo[7]annulen-2-yl]-1H-pyrazolo[3,4-b]pyridin-3-yl}phenyl)propan-2-ol